C1(=CC=CC=C1)C1=C(C(=NN=N1)C=1C(=NC=CC1)C1=C(C=CC=2SC3=C(C21)C=CC=C3)C3=C(C(=CC=2C1=CC=CC=C1CC32)C)C)C3=CC=CC=C3 (diphenyltriazinyl)[(dimethylfluorenyl)dibenzothiophenyl]pyridine